NC=1C2=C(N=CN1)N(C(=C2C2=CC(=C(C=C2)OC2=NC=CC=C2C)OC)C2=CC=C(C=C2)NC(C=C)=O)C N-(4-(4-amino-5-(3-methoxy-4-((3-methylpyridin-2-yl)oxy)phenyl)-7-methyl-7H-pyrrolo[2,3-d]pyrimidin-6-yl)phenyl)acrylamide